(3R)-3-{[2-(4-chlorophenyl)-7-(trifluoromethyl)[1,2,4]triazolo[1,5-c]quinazolin-5-yl]amino}azepin-2-one ClC1=CC=C(C=C1)C1=NN2C(=NC=3C(=CC=CC3C2=N1)C(F)(F)F)NC=1C(N=CC=CC1)=O